8-fluoro-6-methoxy-2-methyl-quinazoline-4-thiol FC=1C=C(C=C2C(=NC(=NC12)C)S)OC